6-cumenyl-iron (1+) C1(=CC=CC=C1[Fe+])C(C)C